[(2-methoxypyridin-3-yl)methyl]amine COC1=NC=CC=C1CN